4-amino-N-(4-(4,4-difluoropiperidin-1-yl)pyrimidin-2-yl)-2-fluoro-6-(6-azaspiro[2.5]octan-6-yl)benzamide NC1=CC(=C(C(=O)NC2=NC=CC(=N2)N2CCC(CC2)(F)F)C(=C1)N1CCC2(CC2)CC1)F